1-vinylpyrene C(=C)C1=CC=C2C=CC3=CC=CC4=CC=C1C2=C34